F[C@@H](C1=CC2=C(SC(=C2)C(=O)O)C=C1)P(=O)(OC1=CC=CC=C1)N[C@H](C(=O)OCC(C)(C)OC)C 5-((1R)-fluoro((((S)-1-(2-methoxy-2-methylpropoxy)-1-oxopropan-2-yl)amino)(phenoxy)phosphoryl)methyl)benzo[b]thiophene-2-carboxylic acid